NC=1C=C(C=CC1)CCN1[C@H](O[C@@H](C1=O)C)C=1C(=NN(C1)C1=CC=C(C=C1)Br)C1=CC=C(C=C1)F (2r,5r)-3-(3-aminophenyl-ethyl)-2-(1-(4-bromophenyl)-3-(4-fluorophenyl)-1H-pyrazol-4-yl)-5-methyl-oxazolidin-4-one